[Ti].[Cu].[Ag] Silver-Copper-Titanium